IC1=CN=C2N1C=C(C(=C2)OC)S(=O)(=O)C(CCO)(C)C 3-((3-iodo-7-methoxyimidazo[1,2-a]pyridin-6-yl)sulfonyl)-3-methylbutan-1-ol